O[C@H](CCN1CCOCC1)C1=NN(C(=C1C=1C=CC=C2C(=C(NC12)C(=O)OCC)CCCOC1=CC=CC2=CC=CC=C12)C)C |r| (rac)-ethyl 7-(3-(1-(rac)-hydroxy-3-morpholinopropyl)-1,5-dimethyl-1H-pyrazol-4-yl)-3-(3-(naphthalen-1-yloxy)propyl)-1H-indole-2-carboxylate